4-fluoro-3-(5-(4-methyl-1H-imidazol-1-yl)-2H-pyrazolo[3,4-b]Pyridin-2-yl)phenylamine FC1=C(C=C(C=C1)N)N1N=C2N=CC(=CC2=C1)N1C=NC(=C1)C